4-ethoxy-1,3-phenylenediisocyanate C(C)OC1=C(C=C(C=C1)N=C=O)N=C=O